C1(CCCCC1)[SiH](OCC1=C(C(=CC=C1)C(C)C)OC)C1CCCCC1 dicyclohexyl-(3-isopropyl-2-methoxyphenyl)methoxysilane